C1(CCCCC1)C[C@H](C(=O)N1CC(C(CC1)(O)CN1C(C=C(C(=C1)C=1OC=CN1)C1=CC=CC=C1)=O)(C)C)C 1-((1-((R)-3-cyclohexyl-2-methylpropionyl)-4-hydroxy-3,3-dimethylpiperidine-4-Yl)methyl)-5-(oxazol-2-yl)-4-phenylpyridin-2(1H)-one